BrC=1C=C(C(=NC1OC1CC2=CC=CC=C2C1)C)C(N(C)CC)=N [5-Bromo-6-(2,3-dihydro-1H-inden-2-yloxy)-2-methylpyridin-3-yl]-N-ethyl-N-methylimidoformamide